C1(CC1)C(C1=CC(=NN1C)S(=O)(=O)Cl)OC 5-(cyclopropyl-(methoxy)methyl)-1-methyl-1H-pyrazole-3-sulfonyl chloride